C(CCC)C1CCC(N1)=O 5-butylpyrrolidone